Cl.ClC=1C=C(C=CC1)NC1N(C(=NC(=N1)N)N1CCOCC1)C1=CC=C(C=C1)F N-(3-Chlorophenyl)-N1-(4-fluorophenyl)-6-morpholin-4-yl-[1,3,5]triazine-2,4-diamine hydrochloride